C(=O)(OCCCCCCCCCCCCCC)OOC(=O)OCCCCCCCCCCCCCC di-myristyl peroxydicarbonate